(2-(3-(2-methoxypropan-2-yl)-1H-pyrazol-1-yl)phenyl)methanamine COC(C)(C)C1=NN(C=C1)C1=C(C=CC=C1)CN